(Z)-2-(2-(Cyclopentylmethyl)-5-fluoro-1-(4-(4-fluorophenoxy)benzylidene)-1H-inden-3-yl)acetic acid C1(CCCC1)CC=1/C(/C2=CC=C(C=C2C1CC(=O)O)F)=C/C1=CC=C(C=C1)OC1=CC=C(C=C1)F